C(=O)O.C(C(C)C)[C@H]1C[C@@H]2[C@H]([C@H](NC2)C(=O)N[C@@H]2CC\C=C/CS[C@@H]3[C@@H]([C@H]([C@H]([C@@H]2O3)O)O)O)OCC1 (4S,5aS,8S,8aR)-4-isobutyl-N-((1R,8R,9R,10R,11S,12R,Z)-10,11,12-trihydroxy-13-oxa-2-thiabicyclo[7.3.1]tridec-4-en-8-yl)octahydro-2H-oxepino[2,3-c]pyrrole-8-carboxamide formate salt